1-(2-(4-methoxyphenyl)-3,4-dimethyl-2H-pyrazolo[3,4-d]pyridazin-7-yl)-N-(pyridin-2-ylmethyl)piperidine-4-carboxamide COC1=CC=C(C=C1)N1N=C2C(=NN=C(C2=C1C)C)N1CCC(CC1)C(=O)NCC1=NC=CC=C1